CNC1=NC(=NC(=C1)C)NC=1C=C2CCCOC2=C(C1)C=1CCCN(CC1)C N4,6-dimethyl-N2-[8-(1-methyl-2,3,4,7-tetrahydroazepin-5-yl)chroman-6-yl]pyrimidine-2,4-diamine